CN1N=CC(=C1)C(=O)NC1=CC2=C(C=N1)C=C(N2)C2=NC(=NC=C2)N[C@@H](C(F)(F)F)C (R)-1-Methyl-N-(2-(2-((1,1,1-trifluoropropan-2-yl)amino)pyrimidin-4-yl)-1H-pyrrolo[3,2-c]pyridin-6-yl)-1H-pyrazole-4-carboxamide